N-{2-[(2-{[4-(4-methylpiperazin-1-yl)phenyl]amino}thieno[2,3-d]pyrimidin-4-yl)amino]phenyl}prop-2-enamide CN1CCN(CC1)C1=CC=C(C=C1)NC=1N=C(C2=C(N1)SC=C2)NC2=C(C=CC=C2)NC(C=C)=O